C(CN)CN(CCO)CCO N-(3-aminopropyl)iminodiethanol